CN(CCC1=CNC2=CC=C(C=C12)SC)C N,N-dimethyl-5-methylthiotryptamine